4-(5-(4-((5-cyclopropyl-3-(2,6-dichlorophenyl)isoxazol-4-yl)methoxy)-2-oxabicyclo[2.2.2]oct-1-yl)-1,2,4-oxadiazol-3-yl)benzoic acid C1(CC1)C1=C(C(=NO1)C1=C(C=CC=C1Cl)Cl)COC12COC(CC1)(CC2)C2=NC(=NO2)C2=CC=C(C(=O)O)C=C2